CC1=CC=C(C=C1)S(=O)(=O)O.C(C)(C)(C)OC1=CC=C(C=C1)C1CNC1 3-(4-tert-Butoxyphenyl)azetidine 4-methylbenzenesulfonate